2-(2,6-diazaspiro[3.3]heptan-2-ylmethyl)-5-(trifluoromethyl)thiazole C1N(CC12CNC2)CC=2SC(=CN2)C(F)(F)F